2-chloro-1,4-dioxane ClC1OCCOC1